C(C)C=1N(C2=C(C=C(C(=C2C1C)N1CN(CC1)C1=C(C=CC=C1C(C)C)C(C)C)C)C)C 3-(2-ethyl-1,3,5,7-tetramethyl-1H-indole-4-yl)-1-(2,6-diisopropylphenyl)-4,5-dihydro-1H-imidazole